NC(/C=C/C=1C=C2C=CN=C(C2=CC1)N(C(C1=C(C=C(C=C1)C=1N=NN(C1)C)F)=O)[C@H]1CN(CCC1)C(=O)OC(C)(C)C)=O tert-butyl (R,E)-3-(N-(6-(3-amino-3-oxoprop-1-en-1-yl)isoquinolin-1-yl)-2-fluoro-4-(1-methyl-1H-1,2,3-triazol-4-yl)benzamido)piperidine-1-carboxylate